6-(4-amino-4-phenylpiperidin-1-yl)-3-(4-chloro-2-(methyl-d3)-2H-indazol-5-yl)-1H-pyrazole NC1(CCN(CC1)C=1C(=C(C2=CN(N=C2C1)C([2H])([2H])[2H])Cl)C1=NNC=C1)C1=CC=CC=C1